(4-mesitylthiazol-2-yl)heptanamide C1(=C(C(=CC(=C1)C)C)C=1N=C(SC1)C(C(=O)N)CCCCC)C